BrCC1=CC=C2C=CC(NC2=C1F)=O 7-(Bromomethyl)-8-fluoroquinolin-2(1H)-one